6-methyl-1H-benzo-1,2,3-triazole CC=1C=CC2=C(NN=N2)C1